5-(5,5-dimethyl-4H-isoxazol-3-yl)-2-methoxy-benzenesulfonamide CC1(CC(=NO1)C=1C=CC(=C(C1)S(=O)(=O)N)OC)C